(S)- and (R)-2-((4-chlorophenethyl)amino)-N-(5-(4-methyl-piperazin-1-yl)-pyridin-2-yl)-2-phenylacetamide ClC1=CC=C(CCN[C@H](C(=O)NC2=NC=C(C=C2)N2CCN(CC2)C)C2=CC=CC=C2)C=C1 |r|